C1(CC1)NC(C1=C(C=C(C=C1OC)C1=CN=C2N1C=CC(=C2)C(CN2CCCCC2)(C)O)OC(F)F)=O N-cyclopropyl-2-(difluoromethoxy)-4-[7-[1-hydroxy-1-methyl-2-(1-piperidinyl)ethyl]imidazo[1,2-a]pyridin-3-yl]-6-methoxy-benzamide